OC1[C@H](CN(C[C@H]1C)C1=CC=CC(=N1)C1=NC2=CC(=NC=C2C=C1)CC(=O)NC1=CC(=C(C=C1)C)S(=O)(=O)C)C 2-(2-(6-((3S,5R)-4-hydroxy-3,5-dimethylpiperidin-1-yl)pyridin-2-yl)-1,6-naphthyridin-7-yl)-N-(4-methyl-3-(methylsulfonyl)phenyl)acetamide